1-((4-methoxybenzyl)oxy)-2-methylpropan-2-yl 4-(4-((1-methyl-3-(pyridin-2-yl)-1H-pyrazol-4-yl)carbamoyl)thiazol-2-yl)-1H-pyrazole-1-carboxylate CN1N=C(C(=C1)NC(=O)C=1N=C(SC1)C=1C=NN(C1)C(=O)OC(COCC1=CC=C(C=C1)OC)(C)C)C1=NC=CC=C1